2,3,4-tri-O-acetyl-beta-D-glucuronic acid methyl ester-trichloroacetyl imine ClC(C(=O)N=C([C@@H]1[C@H]([C@@H]([C@H]([C@H](O)O1)OC(C)=O)OC(C)=O)OC(C)=O)OC)(Cl)Cl